C(C)OC(CC[C@H](NC(=O)OC(C)(C)C)C(=O)O)=O boc-L-glutamic acid-5-ethyl ester